ClC=1C(=C(C(=CC1)F)[C@@H](NC(=O)[C@@H]1C[C@H]([C@H](C1)OC(C)C)O)C12CCC(CC1)(C2)F)F (1R,3R,4S)-N-((S)-(3-chloro-2,6-difluorophenyl)(4-fluoro-bicyclo[2.2.1]hept-1-yl)methyl)-3-hydroxy-4-isopropoxycyclopentane-1-carboxamide